C12CC(CC2C1)OC1=C(C=C(C=C1F)NC(=O)C=1N=C(OC1CC)N1CC2(CC2)CC1)F N-(4-(cis-bicyclo[3.1.0]hex-3-yloxy)-3,5-difluorophenyl)-5-ethyl-2-(5-azaspiro[2.4]heptane-5-yl)oxazole-4-carboxamide